ClC=1C=C(C=C(C1)Cl)C1CCC(C1O)O 5-(3,5-dichlorophenyl)cyclopentane-1,2-diol